1-(2-(4-(3-((tert-butoxycarbonyl)amino)propyl)piperazin-1-yl)ethyl)-6-chloro-3-(3-(4-chloro-3,5-dimethylphenoxy)propyl)-1H-indole-2-carboxylic acid C(C)(C)(C)OC(=O)NCCCN1CCN(CC1)CCN1C(=C(C2=CC=C(C=C12)Cl)CCCOC1=CC(=C(C(=C1)C)Cl)C)C(=O)O